3-(4-((4-(4-((3R,4S)-7-hydroxy-3-phenylchroman-4-yl)phenyl)piperazin-1-yl)methyl)phenyl)piperidine-2,6-dione OC1=CC=C2[C@@H]([C@@H](COC2=C1)C1=CC=CC=C1)C1=CC=C(C=C1)N1CCN(CC1)CC1=CC=C(C=C1)C1C(NC(CC1)=O)=O